1-ethyl-3,6-dimethyl-1H-imidazo[4,5-g]quinazoline-2,8(3H,7H)-dione C(C)N1C(N(C=2C1=CC=1C(NC(=NC1C2)C)=O)C)=O